2-(4-bromo-2-(cyclobutylcarbonyl)-5-fluorophenoxy)acetic acid methyl ester COC(COC1=C(C=C(C(=C1)F)Br)C(=O)C1CCC1)=O